2-bromo-6-(1-(1-ethoxyethyl)-1H-pyrazol-4-yl)-5-isopropoxy-[1,2,4]triazolo[1,5-a]pyridine BrC1=NN2C(C=CC(=C2OC(C)C)C=2C=NN(C2)C(C)OCC)=N1